tert-butyl 4-(4-(5-cyanopyridin-2-yl) piperazine-1-carbonyl)-3,3-difluoropyrrolidine-1-carboxylate C(#N)C=1C=CC(=NC1)N1CCN(CC1)C(=O)C1C(CN(C1)C(=O)OC(C)(C)C)(F)F